FC1=CC=C(C=C1)C=1C=C(C(=NC1)CNC(OC(C)(C)C)=O)C=1N=NN(C1)C tert-butyl ((5-(4-fluorophenyl)-3-(1-methyl-1H-1,2,3-triazol-4-yl)pyridin-2-yl)methyl)carbamate